BrC=1C=C(C=C(C1OCC1CO1)Br)C(C)(C)C1=CC(=C(C(=C1)Br)OCC1CO1)Br 2,2-bis[3,5-dibromo-4-(2,3-epoxypropoxy)phenyl]propane